5-(4-((2-(3-ethylureido)-3-fluoropyridin-4-yl)methyl)piperazin-1-yl)-N-methylpicolinamide C(C)NC(NC1=NC=CC(=C1F)CN1CCN(CC1)C=1C=CC(=NC1)C(=O)NC)=O